3-(((4,4-bis((7,7,8,8,8-pentafluorooctyl)oxy)butanoyl)oxy)methyl)-5-(((((1-ethylpiperidin-3-yl)methoxy)carbonyl)oxy)methyl)benzyl (9Z,12Z)-octadeca-9,12-dienoate C(CCCCCCC\C=C/C\C=C/CCCCC)(=O)OCC1=CC(=CC(=C1)COC(=O)OCC1CN(CCC1)CC)COC(CCC(OCCCCCCC(C(F)(F)F)(F)F)OCCCCCCC(C(F)(F)F)(F)F)=O